7-azido-5,7-dihydrospiro[cyclopenta[b]pyridine-6,4'-piperidine]-1'-carboxylic acid tert-butyl ester C(C)(C)(C)OC(=O)N1CCC2(CC1)CC=1C(=NC=CC1)C2N=[N+]=[N-]